NC=1C=C(C=C(C1)C(F)(F)F)[C@@H](C)NC=1C2=C(N=C(N1)N(C)C)C=NC(=C2)C2CCN(CC2)C (R)-N4-(1-(3-amino-5-(trifluoromethyl)phenyl)ethyl)-N2,N2-dimethyl-6-(1-methylpiperidin-4-yl)pyrido[3,4-d]pyrimidine-2,4-diamine